C(C)(C)C1CCN(CC1)C1=NC=C(C=N1)NC1CC2(CC(C2)NC(OC(C)(C)C)=O)C1 tert-butyl (6-((2-(4-isopropylpiperidin-1-yl)pyrimidin-5-yl)amino)spiro[3.3]heptan-2-yl)carbamate